N-((6-(4-bromophenyl)imidazo[2,1-b]thiazol-5-yl)methyl)-2-(3,4-dichlorophenyl)ethan-1-amine BrC1=CC=C(C=C1)C=1N=C2SC=CN2C1CNCCC1=CC(=C(C=C1)Cl)Cl